N-t-Pentyldisilazan C(C)(C)(CC)N([SiH3])[SiH3]